ClC=1C(=NC(=NC1)NC1CCOCC1)C1=CC=C2CN(C(C2=C1)=O)CC(=O)NC(C)(C)C1=CC=CC=C1 2-(6-{5-chloro-2-[(oxacyclohex-4-yl)amino]pyrimidin-4-yl}-1-oxo-2,3-dihydro-1H-isoindol-2-yl)-N-(2-phenylprop-2-yl)acetamide